N-(tris-hydroxymethylmethyl)urea OCC(NC(=O)N)(CO)CO